[Cl-].[Cl-].[Ga+2] Gallium Dichloride